3-(Isoquinolin-5-yl)-4-(3-sulfamoylphenylethynyl)-5-methyl-1H-pyrazole C1=NC=CC2=C(C=CC=C12)C1=NNC(=C1C#CC1=CC(=CC=C1)S(N)(=O)=O)C